1-[(2-Cyclobutyloxypyridin-4-yl)methyl]-3-[(1R,2S)-2-phenylcyclopropyl]urea C1(CCC1)OC1=NC=CC(=C1)CNC(=O)N[C@H]1[C@@H](C1)C1=CC=CC=C1